2-(4-bromophenyl)-1-ethyl-4-(trifluoromethyl)-1H-imidazole BrC1=CC=C(C=C1)C=1N(C=C(N1)C(F)(F)F)CC